NCC1=NNC(C2=C(C=C(C=C12)C1=C(N(N=C1)C)C1=C(C#N)C(=CC(=C1F)C)OC1CC1)OCC)=O (P)-2-[4-[4-(aminomethyl)-8-ethoxy-1-oxo-2H-phthalazin-6-yl]-2-methyl-pyrazol-3-yl]-6-(cyclopropoxy)-3-fluoro-4-methyl-benzonitrile